FC1(C(C1)C1=NC(=NO1)N[C@@H]1C[C@H](CC1)N)F (1S,3S)-N1-(5-(2,2-difluorocyclopropyl)-1,2,4-oxadiazol-3-yl)cyclopentane-1,3-diamine